OC(C)(CO)OC(CCCCCCCCCCCCCCC)=O 2,3-dihydroxypropan-2-ylhexadecanoate